C1(CC1)C=1N=CN(C1)C1=C(C=C2CN(C(C2=C1)=O)C(=O)OC(C)(C)C)N1CCOCC1 tert-butyl 6-(4-cyclopropyl-1H-imidazol-1-yl)-5-morpholino-1-oxoisoindoline-2-carboxylate